5-(4-((9-(4-Amino-5-methoxy-2-(1-methyl-1H-pyrazol-4-yl)phenyl)-3,9-diazaspiro[5.5]undecan-3-yl)methyl)piperidin-1-yl)-2-(2,6-dioxopiperidin-3-yl)isoindoline NC1=CC(=C(C=C1OC)N1CCC2(CCN(CC2)CC2CCN(CC2)C=2C=C3CN(CC3=CC2)C2C(NC(CC2)=O)=O)CC1)C=1C=NN(C1)C